NC1=NN(C=C1C)C(=O)OC(C)(C)C tert-butyl 3-amino-4-methyl-pyrazole-1-carboxylate